(R)-3-(3-fluoro-2-vinylpyridin-4-yl)-10-methyl-9,10,11,12-tetrahydro-8H-[1,4]diazepino[5',6':4,5]thieno[3,2-f]quinolin-8-one FC=1C(=NC=CC1C1=NC=2C=CC3=C(C2C=C1)C1=C(S3)C(N[C@@H](CN1)C)=O)C=C